CNC(CN1CC(CC1)OC1=NC=NC=C1)=O N-methyl-2-(3-(pyrimidin-4-yloxy)pyrrolidin-1-yl)acetamide